Cl.N[C@H]1CN(CC1)C1=NC=C(C(=O)NC2=NC=3C(=C(C=CC3C=3N2CCN3)OCCCN3CCOCC3)OC)C=C1 6-[(3R)-3-aminopyrrolidin-1-yl]-N-[7-methoxy-8-(3-morpholin-4-ylpropoxy)-2,3-dihydroimidazo[1,2-c]quinazolin-5-yl]nicotinamide hydrochloride